3,3'-(dibenzo[b,d]thiophene-2,8-diyl)dibenzoic acid C1=C(C=CC=2SC3=C(C21)C=C(C=C3)C=3C=C(C(=O)O)C=CC3)C=3C=C(C(=O)O)C=CC3